CN1S(=O)(=O)C2=CC=CC=C2C1=O N-Methylsaccharin